N-((1R,2R)-2-(6-((5-chloro-3-hydroxy-2,4-dioxo-1,2,3,4-tetrahydroquinazolin-8-yl)sulfonyl)-1H-indol-1-yl)cyclopropyl)acetamide ethyl-2-(5,6-dichloropyridazin-4-yl)acetate C(C)OC(CC1=CN=NC(=C1Cl)Cl)=O.ClC1=C2C(N(C(NC2=C(C=C1)S(=O)(=O)C1=CC=C2C=CN(C2=C1)[C@H]1[C@@H](C1)NC(C)=O)=O)O)=O